4-chloro-6-(cyclopropyloxy)-3-fluoro-2-[2-(tridecylmethyl)pyrazol-3-yl]benzene-1-carbonitrile ClC1=C(C(=C(C(=C1)OC1CC1)C#N)C=1N(N=CC1)CCCCCCCCCCCCCC)F